1-(6-{5-fluoro-4-[(hydroxyimino)methyl]pyridin-3-yl}-3-[3-fluoro-5-(trifluoromethyl)phenyl]quinolin-4-yl)piperidin-4-amine FC=1C(=C(C=NC1)C=1C=C2C(=C(C=NC2=CC1)C1=CC(=CC(=C1)C(F)(F)F)F)N1CCC(CC1)N)C=NO